ClC1=C(C=C(C=C1CO)Cl)S(=O)(=O)NC1=NC=CC(=C1F)C#CC=1C=C2C(=NC1)NN=C2 2,5-dichloro-N-[3-fluoro-4-(2-{1H-pyrazolo[3,4-b]pyridin-5-yl}ethynyl)pyridin-2-yl]-3-(hydroxymethyl)benzene-1-sulfonamide